3-(3-(Dimethylcarbamoyl)phenyl)-3-(5-(2-(5,6,7,8-tetrahydro-1,8-naphthyridin-2-yl)ethyl)-1H-indazol-1-yl)propanoic acid CN(C(=O)C=1C=C(C=CC1)C(CC(=O)O)N1N=CC2=CC(=CC=C12)CCC1=NC=2NCCCC2C=C1)C